OC(CN(C1=C(C=C(C=C1Br)Br)Br)CC(C)O)C N,N-di(2-hydroxypropyl)-2,4,6-tribromoaniline